1-(8Z,11Z,14Z-eicosatrienoyl)-2-(6Z,9Z,12Z-octadecatrienoyl)-glycero-3-phospho-(1'-sn-glycerol) CCCCC/C=C\C/C=C\C/C=C\CCCCCCC(=O)OC[C@H](COP(=O)(O)OC[C@H](CO)O)OC(=O)CCCC/C=C\C/C=C\C/C=C\CCCCC